C1=CC=CC=2C3=CC=CC=C3N(C12)C=1C=C(C=CC1)C1=NC(=CC=C1)C1=CC(=CC=C1)N1C2=CC=CC=C2C=2C=CC=CC12 2,6-bis[3-(9H-9-carbazolyl)phenyl]pyridine